2-(4-(3-ethyl-2-(8-methoxy-[1,2,4]triazolo[1,5-a]pyridin-6-yl)-1H-indol-5-yl)piperidin-1-yl)-N-methylacetamide C(C)C1=C(NC2=CC=C(C=C12)C1CCN(CC1)CC(=O)NC)C=1C=C(C=2N(C1)N=CN2)OC